2-Chlorophenylboronic Acid ClC1=C(C=CC=C1)B(O)O